[3-(1,3-benzothiazol-2-ylamino)-4-methyl-6,7-dihydro-5H-pyrido[2,3-c]pyridazin-8-yl]-5-[3-[2-fluoro-4-(3-morpholinopropyl)phenoxy]propyl]thiazole-4-carboxylic acid methyl ester COC(=O)C=1N=C(SC1CCCOC1=C(C=C(C=C1)CCCN1CCOCC1)F)N1CCCC2=C1N=NC(=C2C)NC=2SC1=C(N2)C=CC=C1